tert-butyl (2R,6R)-2-((R)-(3-fluorophenyl)(hydroxy)methyl)-6-propylpiperidine-1-carboxylate FC=1C=C(C=CC1)[C@H]([C@@H]1N([C@@H](CCC1)CCC)C(=O)OC(C)(C)C)O